C(C)(C)(C)C(C(C1=CC=CC=C1)=O)(C(C1=CC=CC=C1)=O)OC T-Butyl-methoxydibenzoylmethane